N-(2-(4-ethylpiperazin-1-yl)-5-(4-(4-((5-(trifluoromethyl)pyrazin-2-yl)oxy)phenyl)-piperidine-1-carbonyl)phenyl)-1-phenylmethanesulfonamide C(C)N1CCN(CC1)C1=C(C=C(C=C1)C(=O)N1CCC(CC1)C1=CC=C(C=C1)OC1=NC=C(N=C1)C(F)(F)F)NS(=O)(=O)CC1=CC=CC=C1